C(CCCCCCCCCCC)C1=CC=C(C=C1)S(=O)(=O)NC=1SC=NN1 4-Dodecyl-N-1,3,4-thiadiazol-2-yl-benzenesulfonamide